NC=1C(=NON1)N1N=NC(=C1)C(=O)NNCC1=CC=C(C=C1)SC 1-(4-amino-1,2,5-oxadiazol-3-yl)-N'-(4-(methylthio)benzyl)-1H-1,2,3-triazole-4-carbohydrazide